C1(CCC2=CC=CC=C12)C1NCCNC1 2-(2,3-dihydro-1H-inden-1-yl)piperazine